C(C)C=1C(=CC2=C(N=C(N=C2)SC)N1)O 7-ethyl-2-(methylthio)pyrido[2,3-d]pyrimidin-6-ol